quinolinoleate N1=C(C=CC2=CC=CC=C12)CCCCCCCC\C=C/CCCCCCCC(=O)[O-]